((S)-1-(4-fluorophenyl)-3,4-dihydroisoquinolin-2(1H)-yl)((2S,5R)-5-((2-hydroxyethyl)amino)tetrahydro-2H-pyran-2-yl)methanone FC1=CC=C(C=C1)[C@@H]1N(CCC2=CC=CC=C12)C(=O)[C@H]1OC[C@@H](CC1)NCCO